1,1-diiodopropane IC(CC)I